OCC=1C(=C(C=NC1)OCCN1CCN(CC1)C(=O)OC(C)(C)C)C Tert-butyl 4-(2-((5-(hydroxymethyl)-4-methylpyridin-3-yl)oxy)ethyl)piperazine-1-carboxylate